ClC1=NC=CC=2C1=CN(N2)CC2=CC=C(C=C2)OC 4-chloro-2-(4-methoxybenzyl)-2H-pyrazolo[4,3-c]pyridine